1-(8-chloro-4-oxo-2-phenyl-1,4-dihydroquinolin-3-yl)ethylene ClC=1C=CC=C2C(C(=C(NC12)C1=CC=CC=C1)C=C)=O